COC1=C(C=CC(=C1)C1C2C(C3(OCC1C3C(=C2)C2OC3=CC(=CC(=C3C(C2O)=O)O)O)O)=O)[O-] 2-methoxy-4-{3-hydroxy-2-oxo-8-(3,5,7-trihydroxy-4-oxo-2,3-dihydro-4H-chromen-2-yl)-4-oxatricyclo[4.3.1.03,7]dec-8-en-10-yl}phenolate